propenyl sulfone C(=CC)S(=O)(=O)C=CC